C1(CC1)COCCN(CCC(C(=O)O)NC(=O)C1=NC=C(C=C1C(F)(F)F)F)CCCCC1=NC=2NCCCC2C=C1 4-[2-(cyclopropylmethoxy)ethyl-[4-(5,6,7,8-tetrahydro-1,8-naphthyridin-2-yl)butyl]amino]-2-[[5-fluoranyl-3-(trifluoromethyl)pyridine-2-carbonyl]amino]butanoic acid